N-isopropoxybenzamide C(C)(C)ONC(C1=CC=CC=C1)=O